N1(CCCC1)C1=NC(=CC(=N1)N1CCN(CC1)CC[C@H]1CC[C@H]2[C@@H]3CCC4=CC(CC[C@]4(C)[C@H]3CC[C@]12C)=O)N1CCCC1 21-[4-(2,6-bis(1-pyrrolidinyl)-4-pyrimidinyl)-1-piperazinyl]pregna-4-en-3-one